COCOC1=C(C(=O)OC(C)(C)C)C=C(C=C1)[N+](=O)[O-] tert-butyl 2-(methoxymethyl)oxy-5-nitrobenzoate